(7-(2-(4-(6-fluorobenzothiophen-4-yl)piperazin-1-yl)ethyl)-2-oxo-3,4-dihydroquinoline-1(2H)-yl)methyl dodecanoate C(CCCCCCCCCCC)(=O)OCN1C(CCC2=CC=C(C=C12)CCN1CCN(CC1)C1=CC(=CC2=C1C=CS2)F)=O